3-((5-(trifluoromethyl)pyridine-2-yl)oxy)propan-1-ol FC(C=1C=CC(=NC1)OCCCO)(F)F